4-chloro-2-(5-cyclopentyl-2-pyridyl)-5-(tetrahydropyran-3-ylmethylamino)pyridazin-3-one ClC=1C(N(N=CC1NCC1COCCC1)C1=NC=C(C=C1)C1CCCC1)=O